(2-(3,8-diazabicyclo[3.2.1]octan-8-yl)-7,8-dihydro-1,6-naphthyridin-6(5H)-yl)(4-fluorophenyl)methanone C12CNCC(CC1)N2C2=NC=1CCN(CC1C=C2)C(=O)C2=CC=C(C=C2)F